3-iodo-1-methyl-1H-pyrrolo[3,2-c]pyridin-4-amine IC1=CN(C2=C1C(=NC=C2)N)C